FC=1C=C(C=CC1NC1=NC=C(C(=N1)C=1C=NN(C1)CC(C)(C)O)F)S(=O)(=O)N 3-fluoro-4-((5-fluoro-4-(1-(2-hydroxy-2-methylpropyl)-1H-pyrazol-4-yl)pyrimidin-2-yl)amino)benzenesulfonamide